2-oxoethyl 2,5-diazabicyclo[2.2.1]heptane-2-carboxylate C12N(CC(NC1)C2)C(=O)OCC=O